2-(4-bromophenoxy)-2-(pyridin-3-yl)ethan-1-ol BrC1=CC=C(OC(CO)C=2C=NC=CC2)C=C1